S(=O)(=O)([O-])[O-].Cl[Rh+2] chlororhodium (III) sulfate